N-((9-ethyl-6-(4-methylpentyl)-9H-carbazol-3-yl)methyl)-1-methyl-1H-benzo[d]imidazol-2-amine C(C)N1C2=CC=C(C=C2C=2C=C(C=CC12)CNC1=NC2=C(N1C)C=CC=C2)CCCC(C)C